2-({7-amino-4-[3-(1-methyl-1,2,3,6-tetrahydropyridin-4-yl)-1H-indazol-5-yl]-1-oxo-2,3-dihydro-1H-isoindol-2-yl}methyl)prop-2-enenitrile NC=1C=CC(=C2CN(C(C12)=O)CC(C#N)=C)C=1C=C2C(=NNC2=CC1)C=1CCN(CC1)C